C1(CC1)C1=NN(C=C1C1=NC(=C(C=C1)F)C)C1CC(C1)(O)CNC(OC(C)(C)C)=O tert-butyl ((3-(3-cyclopropyl-4-(5-fluoro-6-methylpyridin-2-yl)-1H-pyrazol-1-yl)-1-hydroxycyclobutyl)methyl)carbamate